SC=CC mercaptopropene